methyl-2-{[3-oxo-8-(pyridin-2-yl)-1H,2H,3H-benzo[e]isoindol-2-yl]methyl}prop-2-enamide CC=C(C(=O)N)CN1C(C=2C=CC3=C(C2C1)C=C(C=C3)C3=NC=CC=C3)=O